C(C1=CC=CC=C1)OC([C@@H](N)C)=O L-alanine benzyl ester